ClC=1C=C2C(=C3C1NC(NC31CCCCC1)=O)OC(=N2)CN(CC2(COC2)C)C 5-chloro-2-({methyl[(3-methyloxetan-3-yl)methyl]amino}methyl)-7,8-dihydro-6H-spiro[[1,3]oxazolo[5,4-f]quinazoline-9,1'-cyclohexan]-7-one